C(CCCCCCC(=O)O)(=O)NCCC(=O)C(C(O)=O)CCC[C@@H]1SC[C@@H]2NC(=O)N[C@H]12 suberyl-beta-alanyl-biotin